6-chloro-3-((1-(2-cyano-7-methyl-3-(3-(trifluoromethyl)piperidin-1-yl)quinoxalin-5-yl)ethyl)amino)picolinic acid ClC1=CC=C(C(=N1)C(=O)O)NC(C)C1=C2N=C(C(=NC2=CC(=C1)C)C#N)N1CC(CCC1)C(F)(F)F